Octanthione CC(CCCCCC)=S